1-((6-amino-naphthalen-2-yl)methyl)guanidine NC=1C=C2C=CC(=CC2=CC1)CNC(=N)N